ClC1=NC(=C(C(=N1)NC1=CC=NC=C1)OC)C1=CC(=CC=C1)C1=NN(C=C1)C 2-chloro-5-methoxy-6-(3-(1-methyl-1H-pyrazol-3-yl)phenyl)-N-(pyridin-4-yl)pyrimidin-4-amine